1-(sec-butyl)-6-chloro-1H-pyrazolo[3,4-b]pyridine C(C)(CC)N1N=CC=2C1=NC(=CC2)Cl